((R)-6-fluoro-6,7-dihydro-5H-pyrrolo[1,2-c]imidazol-1-yl)-N-(thiazol-2-yl)acetamide F[C@@H]1CC=2N(C=NC2CC(=O)NC=2SC=CN2)C1